triphenyl-[(E)-prop-1-enyl]phosphonium [3-[3-[2-[tert-butyl(diphenyl)silyl]oxyethoxycarbamoyl]pyrazol-1-yl]-7-oxo-1,6-diazabicyclo[3.2.1]oct-3-en-6-yl]sulfate [Si](C1=CC=CC=C1)(C1=CC=CC=C1)(C(C)(C)C)OCCONC(=O)C1=NN(C=C1)C=1CN2C(N(C(C1)C2)OS(=O)(=O)[O-])=O.C2(=CC=CC=C2)[P+](\C=C\C)(C2=CC=CC=C2)C2=CC=CC=C2